N-trityl-2,3-dihydropyrazolo[5,1-b]oxazole C(C1=CC=CC=C1)(C1=CC=CC=C1)(C1=CC=CC=C1)N1CC=C2OCCN21